5-(S)-(2-methyl-4-phenoxyphenyl)-4-oxo-4,5-dihydro-3H-1-thia-3,5,8-triazaacenaphthylene-2-carboxamide CC1=C(C=CC(=C1)OC1=CC=CC=C1)N1C(NC2=C(SC=3N=CC=C1C32)C(=O)N)=O